COC=1C=C(C=CC1)NCCOCCOCCOCCOCCOC N-(3-methoxyphenyl)-2,5,8,11,14-pentaoxahexadecan-16-amine